((4-oxo-8-phenylchroman-7-yl)oxy)(pyridin-4-ylmethyl)benzamide O=C1CCOC2=C(C(=CC=C12)OC=1C(=C(C(=O)N)C=CC1)CC1=CC=NC=C1)C1=CC=CC=C1